BrC1=CC=C(O1)C1=NC2=C(N1)C=CC(=C2)Cl 2-(5-bromofuran-2-yl)-5-chloro-1H-benzo[d]imidazole